N-{2-[p-(4,4,5,5-tetramethyl-1,3,2-dioxaborolan-2-yl)phenoxy]ethyl}acetamide CC1(OB(OC1(C)C)C1=CC=C(OCCNC(C)=O)C=C1)C